(3R)-2-(3,4-dichlorobenzoyl)-9-(4-(difluoromethoxy)benzyl)-3,8-dimethyl-1,2,3,4,8,9-hexahydropyrido[4',3':3,4]pyrazolo[1,5-a]pyrazin-10(7H)-one ClC=1C=C(C(=O)N2CC=3C(=NN4C3C(N(C(C4)C)CC4=CC=C(C=C4)OC(F)F)=O)C[C@H]2C)C=CC1Cl